(1R,5S,6r)-6-(6-(benzyloxy)pyridin-2-yl)-3-azabicyclo[3.1.0]hexane C(C1=CC=CC=C1)OC1=CC=CC(=N1)C1[C@H]2CNC[C@@H]12